N[C@H]1C=C(CCC1(F)F)C(=O)O (S)-3-amino-4,4-difluorocyclohex-1-enecarboxylic acid